FC1=C(C=CC(=C1)F)C=1C=CC(=C(C(=O)OCCN(CC)CC)C1)OC(C)=O 2-(diethylamino)ethyl 5-(2,4-difluorophenyl)-2-acetoxybenzoate